(4-chlorobenzyl)sulfane ClC1=CC=C(CS)C=C1